C(C1=CC=CC=C1)OC=1N(C(C2=CC(=CC=C2C1C(C)C)F)=O)C=1C(=NC=CC1C)Cl (Benzyloxy)-2-(2-chloro-4-methylpyridin-3-yl)-7-fluoro-4-isopropylisoquinolin-1(2H)-one